ClC1=C(C=C(C(=O)OC(C)(C)C)C=C1[N+](=O)[O-])OCC(COC1=C(C(=CC(=C1)C(=O)OCC)[N+](=O)[O-])Cl)OCOC tert-butyl 4-chloro-3-(3-(2-chloro-5-(ethoxycarbonyl)-3-nitrophenoxy)-2-(methoxymethoxy)propoxy)-5-nitrobenzoate